CC(C(C(CC)C)C)OO 1,2,3,4-tetramethylbutyl hydroperoxide